(2S)-2-(tert-butoxycarbonylamino)-3-phenyl-propionic acid C(C)(C)(C)OC(=O)N[C@H](C(=O)O)CC1=CC=CC=C1